N-(5-(4-chlorophenyl)-1,3,4-oxadiazol-2-yl)-4-iodobenzamide ClC1=CC=C(C=C1)C1=NN=C(O1)NC(C1=CC=C(C=C1)I)=O